racemic-2-(alpha-hydroxypentyl)benzoic acid O[C@H](CCCC)C1=C(C(=O)O)C=CC=C1 |r|